N-(4-((4-(methylsulfonyl)-piperazin-1-yl)methyl)-pyridin-2-yl)-5-(1H-pyrazol-4-yl)thiazolo-[5,4-b]pyridin-2-amine CS(=O)(=O)N1CCN(CC1)CC1=CC(=NC=C1)NC=1SC2=NC(=CC=C2N1)C=1C=NNC1